CN1N=CC=2CC(CCC12)C(=O)Cl methyl-4,5,6,7-tetrahydro-1H-indazole-5-carbonyl chloride